4-(pyridylamino)cyclohexanone N1=C(C=CC=C1)NC1CCC(CC1)=O